4-((1-(3-(difluoromethyl)-2-fluorophenyl)ethyl)amino)-6-(1-(difluoromethyl)cyclopropyl)-8-(2-(dimethylamino)ethoxy)-2-methylpyrido[3,4-d]pyridazine-1,7(2H,6H)-dione FC(C=1C(=C(C=CC1)C(C)NC1=NN(C(C=2C1=CN(C(C2OCCN(C)C)=O)C2(CC2)C(F)F)=O)C)F)F